benzo[b][1,4]dioxin-5-amine HCl Cl.O1C2=C(OC=C1)C(=CC=C2)N